CC(=C[Ti+2])C=C(C)C 2,4-dimethylpentadienyltitanium (III)